((1S,4R,6R)-6-((5-chloropyridin-2-yl)amino)-2-azabicyclo[2.2.2]oct-2-yl)(5-methyl-2-(2H-1,2,3-triazol-2-yl)pyridin-3-yl)methanone ClC=1C=CC(=NC1)N[C@@H]1C[C@@H]2CN([C@H]1CC2)C(=O)C=2C(=NC=C(C2)C)N2N=CC=N2